NC1=NC=NC2=C1C(=C1C(=C[C@H](CN21)N(C(C=C)=O)C)C)C=2C=NC1=CC=CC=C1C2 (R)-N-(4-amino-6-methyl-5-(quinolin-3-yl)-8,9-dihydropyrimido[5,4-b]indolizin-8-yl)-N-methylacrylamide